ClC=1C=NC=C(C1OC=1C(=C2C(N(C=NC2=CC1)C)=O)C)F 3-chloro-4-((3,5-dimethyl-4-oxo-3,4-dihydroquinazolin-6-yl)oxy)-5-fluoropyridin